FC1=CC(=C(CN2C=CC3=CC(=CC=C23)C(=O)O)C=C1)OC(C)C 1-(4-fluoro-2-isopropoxybenzyl)-1H-indole-5-carboxylic acid